8-((2,3-dihydrobenzo[b][1,4]dioxin-6-yl)amino)-2-morpholino-4H-chromen-4-one O1C2=C(OCC1)C=C(C=C2)NC=2C=CC=C1C(C=C(OC21)N2CCOCC2)=O